1,5-dimethylpyrazolium C[N+]=1NC=CC1C